1-(4-isopropenylphenyloxy)-1-ethoxyethane C(=C)(C)C1=CC=C(C=C1)OC(C)OCC